4-chloro-3,10,10-trimethyl-7,8,9,10-tetrahydro-6-oxa-1,2,3a,9-tetraaza-dicyclopenta[a,f]naphthalene ClC1=CC2=C(C=3NC(C=4N(C13)C(=NN4)C)(C)C)CCO2